4-Benzyloxy-2-chloro-5-ethynyl-6-methyl-pyridine-3-carboxylic acid ethyl ester C(C)OC(=O)C=1C(=NC(=C(C1OCC1=CC=CC=C1)C#C)C)Cl